4,4,5,5-tetramethyl-2-(oxetan-3-ylidenemethyl)-1,3,2-dioxa-borolane CC1(OB(OC1(C)C)C=C1COC1)C